C1(=CC=CC=C1)N1CCCCC1 Phenyl-piperidine